CN1N=CC(=C1)C=1C=CC2=C(N=C(N=C2N)NC2CCN(CC2)C)N1 7-(1-methyl-1H-pyrazol-4-yl)-N2-(1-methylpiperidin-4-yl)pyrido[2,3-d]pyrimidine-2,4-diamine